N-((1r,4r)-4-(2-hydroxyethyl)cyclohexyl)-5,6-dihydrobenzo[f]imidazo[1,5-d][1,4]oxazepine-10-carboxamide OCCC1CCC(CC1)NC(=O)C=1C=CC2=C(C=3N(CCO2)C=NC3)C1